1-((1R,5R)-6-(6-chloro-2-(((S)-1-methylpyrrolidin-2-yl)methoxy)-7-(5,6,7,8-tetrahydronaphthalen-1-yl)pyridino[2,3-d]pyrimidin-4-yl)-2,6-diazabicyclo[3.2.0]hept-2-yl)prop-2-en-1-one ClC1=CC2=C(N=C(N=C2N2[C@@H]3CCN([C@@H]3C2)C(C=C)=O)OC[C@H]2N(CCC2)C)N=C1C1=CC=CC=2CCCCC12